(5-(4-methylthiazol-2-yl)-4,5-dihydro-1H-pyrazol-1-yl)methanone CC=1N=C(SC1)C1CC=NN1C=O